(1S)-1'-[1-(3-methoxyphenyl)-1H-pyrazole-3-carbonyl]-1,3-dihydrospiro[indene-2,4'-piperidin]-1-amine hydrochloride Cl.COC=1C=C(C=CC1)N1N=C(C=C1)C(=O)N1CCC2(CC1)[C@@H](C1=CC=CC=C1C2)N